Cl.[C@@H]12CNC[C@H]2C1NC1=NC2=CC=CC=C2N=C1Cl N-[(1R,5S)-3-azabicyclo[3.1.0]hexan-6-yl]-3-chloro-quinoxalin-2-amine hydrochloride